BrCC1=CC(=C(C=C1)C(F)(F)F)C1=CC=CC=C1 4-(bromomethyl)-2-phenyl-1-(trifluoromethyl)benzene